NC1=NN(C=C1C)C(C(=O)OC)COC methyl 2-(3-amino-4-methyl-pyrazol-1-yl)-3-methoxy-propanoate